F[C@@H]1CN(CC[C@H]1N1N=C(C=2C1=NC=NC2N)C2=CC=C(C=C2)OC2=CC=CC=C2)C2CCNCC2 1-((3R,4R)-3-fluoro-[1,4'-bipiperidin]-4-yl)-3-(4-phenoxyphenyl)-1H-pyrazolo[3,4-d]pyrimidin-4-amine